C(CCC)N(CCN)CCCC N',N'-dibutylethane-1,2-diamine